C(C(C)(C)C)(=O)OC(C(=O)OC1CCCCC1)(C)C cyclohexyl α-pivaloyloxyisobutyrate